N,N-dibenzyl-6-bromo-5-fluoro-2-(methoxy-d3)pyridin-3-amine C(C1=CC=CC=C1)N(C=1C(=NC(=C(C1)F)Br)OC([2H])([2H])[2H])CC1=CC=CC=C1